3-Fluoro-N-[trans-4-(1-hydroxycyclopropyl)cyclohexyl]-4-(1H-pyrrolo[3,2-c]pyridin-4-yl)benzamide FC=1C=C(C(=O)N[C@@H]2CC[C@H](CC2)C2(CC2)O)C=CC1C1=NC=CC2=C1C=CN2